1,1-Dimethylethyl (2R)-2-(aminocarbonyl)-1-piperidinecarboxylate NC(=O)[C@@H]1N(CCCC1)C(=O)OC(C)(C)C